OC1C(CC=2C(C3=CC=C(C(=C3C(C2C1)=O)OC)OC)=O)C 3-hydroxy-5,6-dimethoxy-2-methyl-1,2,3,4-tetrahydroanthraquinone